octanedioic acid dichloride C(CCCCCCC(=O)Cl)(=O)Cl